FC1=CC=C(OC[C@@H]2N(C3CC([C@@H]2C)C3)C(=O)C3=NC(=CC=C3C3=NC=CC=N3)C)C=C1 (3R,4S)-3-(4-Fluorophenoxymethyl)-4-methyl-2-[6-methyl-3-(pyrimidin-2-yl)pyridin-2-carbonyl]-2-azabicyclo[3.1.1]heptan